C(C)(C)NC1=NC=CC(=C1)CN1C(N(C(C1(C)C)=O)C1=CC=C(C=C1)C1(CCCCC1)C#N)=O 1-(4-(3-((2-(isopropylamino)pyridin-4-yl)methyl)-4,4-dimethyl-2,5-dioxoimidazolidin-1-yl)phenyl)cyclohexane-1-carbonitrile